(6E)-6,8-nonadien-1-ylacetate C(CCCC\C=C\C=C)CC(=O)[O-]